(1aR,5aS,6aR)-4-methylenehexahydrocyclopropa[b]pyrrolizin C=C1CN2[C@H]3[C@@H](C[C@H]2C1)C3